6-(4-amino-4-((methylsulfonyl)methyl)piperidin-1-yl)-3-(2,3-dichlorophenyl)-1H-pyrazolo[3,4-d]pyrimidine-4-carbonitrile NC1(CCN(CC1)C1=NC(=C2C(=N1)NN=C2C2=C(C(=CC=C2)Cl)Cl)C#N)CS(=O)(=O)C